3-(4-(trifluoromethyl)benzoyl)-2,3,4,5-tetrahydro-1H-naphtho[2,3-d]azepine-6,11-dione FC(C1=CC=C(C(=O)N2CCC3=C(CC2)C(C2=CC=CC=C2C3=O)=O)C=C1)(F)F